CN1N=C(C(=C1)S(=O)(=O)C(C)(C)C1CCN(CC1)C(=O)OC(C)(C)C)C(F)(F)F.OCCN(C=C)C=C (2-hydroxy ethylimino)diethylene tert-Butyl 4-(2-((1-methyl-3-(trifluoromethyl)-1H-pyrazol-4-yl)sulfonyl)propan-2-yl)piperidine-1-carboxylate